2-(ethyl(piperidin-4-yl)amino)-N-(7-fluoro-2-methyl-2H-indazol-5-yl)-4-methoxypyrimidine-5-carboxamide formate C(=O)O.C(C)N(C1=NC=C(C(=N1)OC)C(=O)NC1=CC2=CN(N=C2C(=C1)F)C)C1CCNCC1